O=C1NC(CCC1N1C(C2=CC=C(C=C2C1)CCNC(C(C1=CC=C(C=C1)C1(CC1)C(F)(F)F)=O)=O)=O)=O N-(2-(2-(2,6-Dioxopiperidin-3-yl)-1-oxoisoindolin-5-yl)ethyl)-2-oxo-2-(4-(1-(trifluoromethyl)cyclopropyl)phenyl)acetamide